ClC1=C(C(=O)OC2CC(C2)C(=O)OCC)C=C(C(=C1)F)N1C(N(C(N(C1=O)C)=S)C)=O (3-Ethoxycarbonylcyclobutyl) 2-chloro-5-(3,5-dimethyl-2,6-dioxo-4-thioxo-1,3,5-triazinan-1-yl)-4-fluoro-benzoate